5-[4-(ethylsulfinylmethyl)piperidine-1-carbonyl]-6-(trifluoromethyl)-2-[[4-(trifluoromethyl)phenyl]methoxy]pyridine-3-carbonitrile C(C)S(=O)CC1CCN(CC1)C(=O)C=1C=C(C(=NC1C(F)(F)F)OCC1=CC=C(C=C1)C(F)(F)F)C#N